hydroxy-5-Methyl-4-[2-[[(3R)-1-methyl-3-piperidyl]amino]oxazolo[4,5-b]pyridin-5-yl]benzonitrile OC1=C(C#N)C=C(C(=C1)C1=CC=C2C(=N1)N=C(O2)N[C@H]2CN(CCC2)C)C